ClC1=CC=C(C=C1)C(C)N1CCN(CC1)CC1=C(C#N)C=CC(=C1)N(C)CCN(C)CC 2-((4-(1-(4-chlorophenyl)ethyl)piperazin-1-yl)methyl)-4-((2-(ethyl(methyl)amino)ethyl)(methyl)amino)benzonitrile